C1(CCCCC1)N(S(=O)(=O)Cl)C cyclohexyl(methyl)sulfamoyl chloride